CC1=CC=CC=2OC3=CC(=CC=C3C(C12)NC(=O)C=1C(NC(=C(C1)CNC)C(F)(F)F)=O)C N-(1,6-dimethyl-9H-xanthen-9-yl)-5-((methylamino)methyl)-2-oxo-6-(trifluoromethyl)-1,2-dihydropyridine-3-carboxamide